1-octyl-β-D-glucose C(CCCCCCC)[C@]1(O)[C@H](O)[C@@H](O)[C@H](O)[C@H](O1)CO